N,N,2-trimethyl-1-naphthalenamine CN(C1=C(C=CC2=CC=CC=C12)C)C